N,N-dioctyl-N-methylamine C(CCCCCCC)N(C)CCCCCCCC